C1(=CC=CC=C1)P(OC1=CC=C(C=C1)C1=NC(=NC(=N1)C1=CC=CC=C1)C1=CC=C(C=C1)C=C)C1=CC=CC=C1 2-(4-diphenylphosphineoxy-phenyl)-4-phenyl-6-(4-vinylphenyl)-1,3,5-triazine